CC(C)NC(O[C@@H]1C[C@@H](CC1)C1=CC(=NN1)NC(CC=1C=NN(C1)C)=O)=O (1S,3R)-3-(3-{[(1-methyl-1H-pyrazol-4-yl)acetyl]-amino}-1H-pyrazol-5-yl)-cyclopentyl propan-2-yl-carbamate